[Pd](Cl)Cl.C(CN)N.C(CN)N.C(CN)N tris(ethylenediamine) palladium chloride